C(C1=CC=CC=C1)O[C@H]1[C@@H]([C@H]([C@H](SC2=C(C=CC(=C2)C(C)(C)C)C)O[C@@H]1CO)N1C(C2=CC=CC=C2C1=O)=O)O 5-(tert-butyl)-2-methylphenyl 4-O-benzyl-2-deoxy-2-(1,3-dioxoisoindolin-2-yl)-1-thio-β-D-glucopyranoside